5-(3-propoxyphenoxy)carbonylamino-3-(1-pentyl-1,2,3,6-tetrahydropyridin-4-yl)-1H-indole C(CC)OC=1C=C(OC(=O)NC=2C=C3C(=CNC3=CC2)C=2CCN(CC2)CCCCC)C=CC1